N-(1-(2,6-dimethoxyphenyl)-2-(6-ethoxypyridin-2-yl)(hydroxymethyl)-1H-imidazo[4,5-b]pyrazin-6-yl)methanesulfonamide COC1=C(C(=CC=C1)OC)N1C(=NC=2C1=NC(=C(N2)CO)NS(=O)(=O)C)C2=NC(=CC=C2)OCC